(S)-1-(2,4-difluoro-6-methoxybenzyl)-3,4-dimethyl-2-oxo-N-(2,4,6-trifluorobenzyl)-1,2,3,4-tetrahydroquinazoline-7-carboxamide FC1=C(CN2C(N([C@H](C3=CC=C(C=C23)C(=O)NCC2=C(C=C(C=C2F)F)F)C)C)=O)C(=CC(=C1)F)OC